O[C@@H]1C=2C=CC(=CC2CCC1[C@H]1N2C(C3=CC=CC=C13)=CN=C2)C(=O)NC (S)-5-hydroxy-6-((R)-5H-imidazo[5,1-a]isoindol-5-yl)-N-methyl-5,6,7,8-tetrahydronaphthalene-2-carboxamide